9,9',9'',9'''-((4-(2-(2,6-dimethylpyridin-4-yl)phenyl)pyridine-2,3,5,6-tetrayl)tetrakis(benzene-3,1-diyl))tetrakis(3-methyl-9H-carbazole) CC1=NC(=CC(=C1)C1=C(C=CC=C1)C1=C(C(=NC(=C1C=1C=C(C=CC1)N1C2=CC=CC=C2C=2C=C(C=CC12)C)C=1C=C(C=CC1)N1C2=CC=CC=C2C=2C=C(C=CC12)C)C=1C=C(C=CC1)N1C2=CC=CC=C2C=2C=C(C=CC12)C)C=1C=C(C=CC1)N1C2=CC=CC=C2C=2C=C(C=CC12)C)C